2,3,5-Tri-O-benzyl-α,β-D-ribofuranose-1-d1 C(C1=CC=CC=C1)O[C@H]1C(O)(O[C@@H]([C@H]1OCC1=CC=CC=C1)COCC1=CC=CC=C1)[2H]